2-({2-[(6-methoxy-2-methyl-1-oxo-2,3-dihydro-1H-isoindol-5-yl)amino]-5,5-dimethyl-6,7-dihydro-5H-pyrrolo[2,3-d]pyrimidin-4-yl}amino)-N-(propan-2-yl)benzenesulfonamide COC1=C(C=C2CN(C(C2=C1)=O)C)NC=1N=C(C2=C(N1)NCC2(C)C)NC2=C(C=CC=C2)S(=O)(=O)NC(C)C